[Cl-].[Cl-].[Cl-].[O-]CCCC.[Zr+4] zirconium n-butoxide trichloride